CC1=CC=C(N=N1)NC1=CC2=C(N=CN2)C=C1OC1CNCC1 N-(6-methylpyridazin-3-yl)-6-pyrrolidin-3-yloxy-benzimidazol-5-amine